FC(C=1N=CC(=NC1)CC1CC2(CN(C2)C(=O)N2CC3(C2)CC(C3)C=3C=NC(=CC3)C(F)(F)F)C1)(F)F [6-[[5-(trifluoromethyl)pyrazin-2-yl]methyl]-2-azaspiro[3.3]heptan-2-yl]-[6-[6-(trifluoromethyl)-3-pyridinyl]-2-azaspiro[3.3]heptan-2-yl]methanone